(4-(4-((3-chlorobenzyl)amino)-6-(3,5-dimethylisoxazol-4-yl)quinazolin-2-Yl)piperazin-1-yl)ethanol ClC=1C=C(CNC2=NC(=NC3=CC=C(C=C23)C=2C(=NOC2C)C)N2CCN(CC2)C(C)O)C=CC1